3-cyclopropyl-5-[4-(trifluoromethyl)phenylcarbonyl]-8-fluoro-N-[6-(4-isopropyl-4H-1,2,4-triazol-3-yl)pyridin-2-yl]-5,6-dihydro-4H-benzo[f]imidazo[1,5-a][1,4]diazepine-9-carboxamide C1(CC1)C=1N=CN2C1CN(CC1=C2C=C(C(=C1)F)C(=O)NC1=NC(=CC=C1)C1=NN=CN1C(C)C)C(=O)C1=CC=C(C=C1)C(F)(F)F